[3-(2-acetylamino-ethyl)-5-(2,3-dimethyl-phenyl)-2,4-dioxo-3,4-dihydro-2H-pyrimidin-1-yl]-acetic acid C(C)(=O)NCCN1C(N(C=C(C1=O)C1=C(C(=CC=C1)C)C)CC(=O)O)=O